5-(tert-butyl)-N-((R)-2-((R)-2-hydroxypropyl)-8-(2-((1-methyl-1H-pyrazol-4-yl)amino)pyrimidin-4-yl)-2,3,4,5-tetrahydro-1H-benzo[c]azepin-5-yl)-1,3,4-oxadiazole-2-carboxamide C(C)(C)(C)C1=NN=C(O1)C(=O)N[C@H]1C2=C(CN(CC1)C[C@@H](C)O)C=C(C=C2)C2=NC(=NC=C2)NC=2C=NN(C2)C